C1(=CC=CC=C1)[SiH2]OC#CCC(C)(C)C phenyl-(trimethylbutynyloxy)silane